C(N)(=O)C=1C=C(C=CC1)B(O)O (3-carbamoylphenyl)boronic acid